BrC=1C=C2CC[C@H](C2=C(C1)OC)N (1R)-5-bromo-7-methoxy-2,3-dihydro-1H-inden-1-amine